CC1([NH+](C(CCC1)(C)C)[O-])C 2,2,6,6-tetramethylpiperidine oxide